NN1C(=NC(=C1C(=O)N)C1=CC=C(C=C1)C(NC1=NC=C(C=C1)C)=O)[C@H]1N(CCC1)C(\C=C\C)=O (S,E)-1-amino-2-(1-(but-2-enoyl)pyrrolidin-2-yl)-4-(4-((5-methylpyridin-2-yl)carbamoyl)phenyl)-1H-imidazole-5-carboxamide